tetra-hydrofuran O1CCCC1